NCCC1=CC(=C(OC2=CC=C(OCCCCN3CCC(CC3)N3N=NC(=C3)[C@H]3OC[C@@H]([C@H]([C@H]3O)O)NC3=NC(=CN=C3)C(F)(F)F)C=C2)C=C1)I (2R,3R,4R,5S)-2-(1-(1-(4-(4-(4-(2-aminoethyl)-2-iodophenoxy)phenoxy)butyl)piperidin-4-yl)-1H-1,2,3-triazol-4-yl)-5-((6-(trifluoromethyl)pyrazin-2-yl)amino)tetrahydro-2H-pyran-3,4-diol